tert-butyl N-[(1S,4S,6S,10R,15S,19S,21R)-4-cyano-20,20-dimethyl-2,7,16-trioxo-3,8,17-triazatetracyclo[15.4.0.0^{6,10}.0^{19,21}]henicosan-15-yl]carbamate C(#N)[C@H]1NC([C@@H]2[C@H]3C([C@H]3CN2C([C@H](CCCC[C@H]2CNC([C@H]2C1)=O)NC(OC(C)(C)C)=O)=O)(C)C)=O